10-(benzo[d]thiazol-2-yl)-2,3,6,7-tetrahydro-1H,5H,11H-pyrano[2,3-f]pyrido[3,2,1-ij]quinolin-11-one S1C(=NC2=C1C=CC=C2)C2=CC=1C(=C3CCCN4C3=C(C1)CCC4)OC2=O